N-(2-((3-Chloro-4-(6-fluoropyridin-3-yl)benzyl)amino)ethyl)isoquinoline-5-sulfonamide ClC=1C=C(CNCCNS(=O)(=O)C=2C=3C=CN=CC3C=CC2)C=CC1C=1C=NC(=CC1)F